COC(=O)[C@@H]1C(N[C@@H]([C@H]1C1=CC=C(C=C1)OC)C)=O |o1:4,7,8| (3S*,4R*,5R*)-4-(4-methoxy-phenyl)-5-methyl-2-oxopyrrolidine-3-carboxylic acid methyl ester